COC([C@@H](CC)N(C([C@H](C)NC(=O)OC(C)(C)C)=O)CC1=CC=CC=C1)=O (R)-2-((S)-N-benzyl-2-((tert-butoxycarbonyl)amino)propanamido)butanoic acid methyl ester